methyl 3-bromo-2-(bromomethyl)-4-[(2-chloro-5-fluorophenyl)carbonyl]-5-fluorobenzoate BrC=1C(=C(C(=O)OC)C=C(C1C(=O)C1=C(C=CC(=C1)F)Cl)F)CBr